C(C1=CC=CC=C1)OC=1C=CC2=C(CN(S(O2)(=O)=O)[C@H](C)C=2C=C(C=CC2C)C(CC(=O)OCC)C2=C(C3=C(N(N=N3)CCCCCOCC3=CC=C(C=C3)OC)C=C2)C)C1 ethyl 3-(3-{(1R)-1-[6-(benzyloxy)-2,2-dioxo-2H-1,2λ6,3-benzoxathiazin-3(4H)-yl]ethyl}-4-methylphenyl)-3-(1-{5-[(4-methoxyphenyl)methoxy]pentyl}-4-methyl-1H-benzotriazol-5-yl)propanoate